CC1=NC=NC(=C1C1=CC2=C(N=C(S2)NC(=O)[C@H]2[C@H](C2)F)C=C1)C (1s,2s)-N-(6-(4,6-dimethylpyrimidin-5-yl)benzo[d]thiazol-2-yl)-2-fluorocyclopropane-1-carboxamide